COC1=CC=C(C=C1)[C@H](C)N (S)-1-(4-methoxyphenyl)ethanamine